ClC=1C=CC2=C(C(=NCC3=C2N=C(N=C3)NC3=CC=C(C=C3)C)C3=C(C=CC=C3)F)C1 {4-[9-chloro-7-(2-fluoro-phenyl)-5H-benzo[c]pyrimido[4,5-e]azepin-2-ylamino]-phenyl}-methane